FC1=CC=C(C=C1)C1=C(C(=NC(=C1)C1=NC=CC=C1F)OC)C#N 4-(4-Fluorophenyl)-6-(3-fluoropyridin-2-yl)-2-methoxypyridine-3-carbonitrile